C1(CCC1)N[C@H]1CN(CC1)C1=CC=C(N=N1)C1=C(C=C(C(=C1)F)C=1C=NC=C(C1)OC)O 2-{6-[(3R)-3-(cyclobutylamino)pyrrolidin-1-yl]pyridazin-3-yl}-4-fluoro-5-(5-methoxypyridin-3-yl)phenol